C(C)(C)(C)OC(CC=1C=NC(=NC1)C1=NN(C(=C1C#N)NC(=O)OC(C)(C)C)C(C)C)=O 2-[2-[5-(tert-Butoxycarbonylamino)-4-cyano-1-isopropyl-pyrazol-3-yl]pyrimidin-5-yl]acetic acid tert-butyl ester